1-fluoro-N-((6S,7S)-5-((S)-2-fluoropropanoyl)-6-((2,3',5-trifluoro-[1,1'-biphenyl]-3-yl)methyl)-5-azaspiro[2.4]heptan-7-yl)methanesulfonamide FCS(=O)(=O)N[C@@H]1[C@@H](N(CC12CC2)C([C@H](C)F)=O)CC=2C(=C(C=C(C2)F)C2=CC(=CC=C2)F)F